2-(2-methoxyphenyl)thiazole-5-formaldehyde COC1=C(C=CC=C1)C=1SC(=CN1)C=O